8-((benzyloxy)methyl)-9-ethyl-6-hydroxy-3-methyl-3,9-dihydro-2H-purin-2-one C(C1=CC=CC=C1)OCC=1N(C=2N(C(N=C(C2N1)O)=O)C)CC